ClC1=C(C=C(C=C1)Cl)[C@H](CCN([C@H](C(=O)O)C1=C(C(=CC=C1)C)C1CCC(CC1)OC(F)F)C)C1CCN(CC1)C (S)-2-(((R)-3-(2,5-dichlorophenyl)-3-(1-methylpiperidin-4-yl)propyl)(methyl)amino)-2-(2-((1r,4S)-4-(difluoromethoxy)cyclohexyl)-3-methylphenyl)acetic acid